2-[7-(3,6-dihydro-2H-pyran-4-yl)imidazo[1,2-a]pyridin-6-yl]oxyethanol O1CCC(=CC1)C1=CC=2N(C=C1OCCO)C=CN2